C(C1=CC=CC=C1)(C1=CC=CC=C1)(C1=CC=CC=C1)SCCNC(C=C)=O N-(2-(tritylthio)ethyl)acrylamide